C(C)(=O)SCCNC(CCNC([C@@H](C(COP(OP(OC[C@@H]1[C@H]([C@H]([C@@H](O1)N1C=NC=2C(N)=NC=NC12)O)OP(=O)(O)O)(=O)O)(=O)O)(C)C)O)=O)=O ACETYLCOA